C(#N)C1=CC(=CC=2C=C(OC21)C=2SC(=C(N2)C)C(=O)O)C(C)C 2-(7-cyano-5-isopropylbenzofuran-2-yl)-4-methylthiazole-5-carboxylic acid